N1[C@@H](CCC1)C(=O)N L-prolyl-ammonia